(S)-4-(4-propenoyl-2-methylpiperazin-1-yl)-7-chloro-6-chloro-1-(2-isopropyl-4-(methylthio)pyridin-3-yl)pyrido[2,3-d]Pyrimidin-2(1H)-one C(C=C)(=O)N1C[C@@H](N(CC1)C=1C2=C(N(C(N1)=O)C=1C(=NC=CC1SC)C(C)C)N=C(C(=C2)Cl)Cl)C